S1C(=NC2=C1C=CC=C2)NC(=O)C=2C=CC=C1CCN(CC21)C(=O)OC(C)(C)C tert-butyl 8-(benzo[d]thiazol-2-ylcarbamoyl)-3,4-dihydroisoquinoline-2(1H)-carboxylate